(S)-2-(3-isopropyl-2-(2-methylpyridin-4-yl)-1H-indol-5-yl)-5-(pyrrolidin-2-ylmethyl)-1,3,4-oxadiazole C(C)(C)C1=C(NC2=CC=C(C=C12)C=1OC(=NN1)C[C@H]1NCCC1)C1=CC(=NC=C1)C